(methylsulfamoyl)-4-(8,8,8-trifluorooctylamino)benzoic acid CNS(=O)(=O)C1=C(C(=O)O)C=CC(=C1)NCCCCCCCC(F)(F)F